[N+](=O)([O-])C12NN3NC(NN(N1)C3)C2 1-nitro-2,3,4,6,7,8-hexaazatricyclo[3.3.1.13,7]decane